ClCC=1C=C2C(CN3C(C2=CC1)=NC(=C3)C(F)(F)F)C 8-(chloromethyl)-6-methyl-2-(trifluoromethyl)-5,6-dihydroimidazo[2,1-a]Isoquinoline